BrC=1C=CC(=NC1)N1N=C(C=C1C(C)N(C(C1=CC(=CC(=C1)C(F)(F)F)C(F)(F)F)=O)C)[N+](=O)[O-] N-[1-[2-(5-bromo-2-pyridyl)-5-nitro-pyrazol-3-yl]ethyl]-N-methyl-3,5-bis(trifluoromethyl)benzamide